C/C(=C/C(=O)NC1=CC=CC=C1)/C=C/C=C(/C=C/C1=C(C(CCC1(C)C)C=1N=CSC1)C)\C (2Z,4E,6E,8E)-3,7-dimethyl-N-phenyl-9-(2,6,6-trimethyl-3-(thiazol-4-yl)cyclohex-1-en-1-yl)nona-2,4,6,8-tetraenamide